FC1=C(C(=CC=C1)F)C1=N[C@H](C2=NN=C(N2C=2SC=3CCCCCC3C12)C)C (7S)-9-(2,6-difluorophenyl)-3,7-dimethyl-18-thia-2,4,5,8-tetraazatetracyclo[8.8.0.02,6.011,17]octadeca-1(10),3,5,8,11(17)-pentaene